C(C(C)(C)C)(=O)OOC(C)(C)CCCC tert-heptyl peroxypivalate